COC=1C=C(C=C(C1)OC)NC1=CC=C2N=CC(=NC2=C1)C=1C=NN(C1)C1CCN(CC1)C(=O)C1(CN(C1)C(\C=C\CN(C)C)=O)F (E)-1-(3-(4-(4-(7-((3,5-dimethoxyphenyl)amino)-quinoxalin-2-yl)-1H-pyrazol-1-yl)piperidine-1-carbonyl)-3-fluoro-azetidin-1-yl)-4-(dimethylamino)but-2-en-1-one